C(#C)C=1C(=CC=C2C=CC=C(C12)C1=NC=C(C=2N=C(N=C(C21)N(C2C(NCC2)C)C)OC[C@]21CCCN1C[C@@H](C2)F)F)F (8-ethynyl-7-fluoronaphthalen-1-yl)-8-fluoro-2-(((2R,7aS)-2-fluorotetrahydro-1H-pyrrolizin-7a(5H)-yl)methoxy)-N-methyl-N-(2-methylpyrrolidin-3-yl)pyrido[4,3-d]pyrimidin-4-amine